NC1(CCN(CC1)C=1C(=NC(=CN1)C1=C(C(=CC=C1)Cl)Cl)CO)C [3-(4-amino-4-methylpiperidin-1-yl)-6-(2,3-dichlorophenyl)pyrazin-2-yl]methanol